C(C)[Si](C1=CC=C(C#N)C=C1)(CC)CC 4-triethylsilyl-benzonitrile